[Si](C1=CC=CC=C1)(C1=CC=CC=C1)(C(C)(C)C)OCC=1C=C2C=CC(=NC2=CC1)C1=C(CCCC1)CO (2-(6-(((Tert-butyldiphenylsilyl)oxy)methyl)quinolin-2-yl)cyclohex-1-en-1-yl)methanol